FC(C(C(F)(F)F)(C(F)(F)F)OCC(COC1CC(NC(C1)(C)C)(C)C)(COC(C(F)(F)F)(C(F)(F)F)C(F)(F)F)COC(C(F)(F)F)(C(F)(F)F)C(F)(F)F)(F)F 4-(3-((1,1,1,3,3,3-hexafluoro-2-(trifluoromethyl)propane-2-yl)oxy)-2,2-bis(((1,1,1,3,3,3-hexafluoro-2-(trifluoromethyl)propane-2-yl)oxy)methyl)propoxy)-2,2,6,6-tetramethylpiperidine